2α,3α-dihydroxy-24,24,24-trimethyl-5α-cholan-6-one O[C@H]1[C@H](C[C@@H]2C(C[C@H]3[C@@H]4CC[C@H]([C@@H](CCC(C)(C)C)C)[C@]4(CC[C@@H]3[C@]2(C1)C)C)=O)O